(R)-1-(2-hydroxybutyl)-3-(4-methoxy-2-methyl-3-phenylquinolin-6-yl)urea O[C@@H](CNC(=O)NC=1C=C2C(=C(C(=NC2=CC1)C)C1=CC=CC=C1)OC)CC